FC1(C(O)O[C@@H]([C@H]1O)CO)F 2-deoxy-2,2-difluoro-D-erythro-pentofuranose